tert-butyl 3-(4-chloro-3-((4-(4-(methylsulfonyl)thiophen-2-yl)-5-(trifluoromethyl)pyrimidin-2-yl)amino)phenyl)azetidine-1-carboxylate ClC1=C(C=C(C=C1)C1CN(C1)C(=O)OC(C)(C)C)NC1=NC=C(C(=N1)C=1SC=C(C1)S(=O)(=O)C)C(F)(F)F